1-cyclopropyl-6-fluoro-7-(3-methylpiperazin-1-yl)-3-(4-fluorocinnamoyl)-8-methoxyquinolin-4(1H)-one C1(CC1)N1C=C(C(C2=CC(=C(C(=C12)OC)N1CC(NCC1)C)F)=O)C(C=CC1=CC=C(C=C1)F)=O